ClC1=CC2=C(C=N1)C(=NN2C2=C(C=CC=C2)OC)C 6-Chloro-1-(2-methoxyphenyl)-3-methyl-1H-pyrazolo[4,3-c]pyridine